(R)-1-(8,9-dihydro-6H-[1,3]dioxolo[4,5-f]isochromen-6-yl)-N-methylmethanamine O1COC=2C1=C1CCO[C@H](C1=CC2)CNC